ClC1=CC(=C(C=C1)C1=CC=C(C=C1)N1CCN(CC1)C(=O)OC(C)(C)C)N1CC(CCC1)N1N=CC(=C1C(F)F)C(=O)OCC Tert-butyl 4-(4'-chloro-2'-{3-[5-(difluoromethyl)-4-(ethoxycarbonyl)-1H-pyrazol-1-yl]piperidin-1-yl}[1,1'-biphenyl]-4-yl)piperazine-1-carboxylate